14-hydroxyiminoeicosane tert-butyl-N-[(4R)-7-ethynylchroman-4-yl]carbamate C(C)(C)(C)OC(N[C@@H]1CCOC2=CC(=CC=C12)C#C)=O.ON=C(CCCCCCCCCCCCC)CCCCCC